C1(=CC=C(C=C1)CCC(=O)NC=1C(N(C(N(C1N)CCCCP(OCC)(OCC)=O)=O)CC#C)=O)C1=CC=CC=C1 Diethyl (4-(5-(3-([1,1'-biphenyl]-4-yl)propanamido)-6-amino-2,4-dioxo-3-(prop-2-yn-1-yl)-3,4-dihydropyrimidin-1(2H)-yl)butyl)phosphonate